NCC1=CC(=C(C(=C1)C)NC(=O)C1=CC2=C(OCCC3=C2SC=C3)C=C1C=1C(=NC(=CC1)C(NCCC)=O)C(=O)OC)C(NCC1CC1)=O methyl 3-(9-((4-(aminomethyl)-2-((cyclopropylmethyl)carbamoyl)-6-methylphenyl)carbamoyl)-4,5-dihydrobenzo[b]thieno[2,3-d]oxepin-8-yl)-6-(propylcarbamoyl)picolinate